(2-(4-methylpiperazin-1-yl)ethyl)-5-(2-nitrophenyl)-2-(4-(trifluoromethyl)phenyl)oxazole-4-carboxamide CN1CCN(CC1)CCNC(=O)C=1N=C(OC1C1=C(C=CC=C1)[N+](=O)[O-])C1=CC=C(C=C1)C(F)(F)F